7'-((1R,3R)-3-hydroxycyclohexyl)-2'-((3-(pyrazolo[1,5-a]pyridin-3-yl)-1H-pyrazol-4-yl)amino)spiro[cyclopropane-1,5'-pyrrolo[2,3-d]pyrimidin]-6'(7'H)-one O[C@H]1C[C@@H](CCC1)N1C(C2(C3=C1N=C(N=C3)NC=3C(=NNC3)C=3C=NN1C3C=CC=C1)CC2)=O